2-acetyl-6-methyl-4,5-dihydro-3(2H)-pyridazinone C(C)(=O)N1N=C(CCC1=O)C